6-((7-Fluoro-1-methyl-1H-indazol-6-yl)methyl)-2-azaspiro[3.3]heptan FC=1C(=CC=C2C=NN(C12)C)CC1CC2(CNC2)C1